3-(tert-butyl)-6-(ethylthio)-1,3,5-triazine-2,4(1H,3H)-dione C(C)(C)(C)N1C(NC(=NC1=O)SCC)=O